2-trichloromethyl-6-nitrobenzothiazole ClC(C=1SC2=C(N1)C=CC(=C2)[N+](=O)[O-])(Cl)Cl